C1=CC=CC=2C1=C1C=C3C=CC=CC3=NC1=CC2C2=C(C=CC(=C2)C#N)C2=CC=C(C=C2)C2=CC=CC=C2 benzo[a]acridin-5-yl-[1,1':4',1''-terphenyl]-4-carbonitrile